C(C)(C)(C)C1=NOC(=C1)NC(OCC1=CC=C2C=C(C(=NC2=C1)C)C1C(NC(CC1)=O)=O)=O (3-(2,6-Dioxopiperidin-3-yl)-2-methylquinolin-7-yl)methyl (3-(tert-butyl)isoxazol-5-yl)carbamate